OCCOC=1C=C(C=C(C1)C=1C=NN(C1)C)[C@@H](C)NC(C1=C(C=CC(=C1)N1CCN(CC1)C)C)=O N-[(1R)-1-[3-(2-hydroxyethoxy)-5-(1-methylpyrazol-4-yl)phenyl]ethyl]-2-methyl-5-(4-methylpiperazin-1-yl)benzamide